2-(1,3-dioxolan-2-yl)-3-((4-methoxybenzyl)oxy)benzaldehyde O1C(OCC1)C1=C(C=O)C=CC=C1OCC1=CC=C(C=C1)OC